N1C(=NC=C1)C1(CCN(CC1)CC1=CC=C(C=C1)NC(C)=O)CCC1=CC=CC=C1 N-(4-((4-(1H-imidazol-2-yl)-4-phenethylpiperidin-1-yl)methyl)phenyl)acetamide